tert-butyl (S)-2-(4-(6-((4-chloro-2-fluorobenzyl)oxy)pyridin-2-yl)-2-fluorobenzyl)-1-(oxetan-2-ylmethyl)-1H-benzo[d]imidazole-6-carboxylate ClC1=CC(=C(COC2=CC=CC(=N2)C2=CC(=C(CC3=NC4=C(N3C[C@H]3OCC3)C=C(C=C4)C(=O)OC(C)(C)C)C=C2)F)C=C1)F